N(C1=CC=CC=C1)C1=C(NC2=C1C(N(C[C@@H]2C)C)=O)C2=CC(=NC=C2)NC(CC2=CC=C(C=C2)F)=O N-{4-[(7S)-3-anilino-5,7-dimethyl-4-oxo-4,5,6,7-tetrahydro-1H-pyrrolo[3,2-c]pyridin-2-yl]pyridin-2-yl}-2-(4-fluorophenyl)acetamide